(S)-3-(4-((3-(2-chloro-4-hydroxyphenyl)-1-cyclopentyl-1H-indazol-6-yl)methoxy)phenyl)butanoic acid ClC1=C(C=CC(=C1)O)C1=NN(C2=CC(=CC=C12)COC1=CC=C(C=C1)[C@H](CC(=O)O)C)C1CCCC1